(2S,4R)-6-chloro-N-{3-[3-(4-chloro-3-fluorophenyl)-1H-pyrrol-1-yl]bicyclo[1.1.1]pent-1-yl}-4-hydroxy-3,4-dihydro-2H-1-benzopyran-2-carboxamide ClC=1C=CC2=C([C@@H](C[C@H](O2)C(=O)NC23CC(C2)(C3)N3C=C(C=C3)C3=CC(=C(C=C3)Cl)F)O)C1